OC[C@H](CCCCCCCCCCCCCCCCCCC)OCC=1C=CC=[N+](C1)C#N (S)-5-(((1-hydroxy-3-(octadecyl)propan-2-yl)oxy)methyl)pyridiniumnitrile